Ethyl (S)-2-(1-(3-(difluoromethyl)-4-fluorophenyl)-5,5-difluoro-4-hydroxyl-4,5,6,7-tetrahydro-1H-indol-3-yl)-2,2-difluoroacetate FC(C=1C=C(C=CC1F)N1C=C(C=2[C@@H](C(CCC12)(F)F)O)C(C(=O)OCC)(F)F)F